3-(2-aminopyridin-4-ylamino)-N-(4-(pyridin-4-ylamino)pyridin-2-yl)benzamide NC1=NC=CC(=C1)NC=1C=C(C(=O)NC2=NC=CC(=C2)NC2=CC=NC=C2)C=CC1